6-(sulfamoyl)-2,6-diazaspiro[3.3]Heptane-2-carboxylic acid tert-butyl ester C(C)(C)(C)OC(=O)N1CC2(C1)CN(C2)S(N)(=O)=O